FC=1C=C(C(=O)NC2CCC(CC2)NC2=CC(=NC3=CC=CC=C23)C(F)(F)F)C=CC1OC 3-fluoro-4-methoxy-N-[(1s,4s)-4-{[2-(trifluoromethyl)quinolin-4-yl]amino}cyclohexyl]benzamide